(E)-1-bromo-2-chloro-1,2-difluoroethylene Br\C(=C(/F)\Cl)\F